8-(4-chloro-2-fluorophenyl)-6-[(3R)-4,4-difluoro-3-(1-methyl-1H-pyrazol-4-yl)piperidin-1-yl]-2,3-dimethyl-3H,4H-pyrimido[5,4-d][1,3]diazin-4-one ClC1=CC(=C(C=C1)C1=NC(=NC2=C1N=C(N(C2=O)C)C)N2C[C@H](C(CC2)(F)F)C=2C=NN(C2)C)F